6-chloro-5-(trifluoromethyl)pyridin-3-ol ClC1=C(C=C(C=N1)O)C(F)(F)F